ANTI-GALACTOFURANOSE OC1[C@H](O)[C@@H](O)[C@@H](O1)[C@H](O)CO